5-(4-chloro-2-fluorophenyl)-7-(3-(dimethylamino)-1-piperidinyl)-2,3-dimethylpyrido[4,3-d]pyrimidin-4(3H)-one ClC1=CC(=C(C=C1)C1=NC(=CC=2N=C(N(C(C21)=O)C)C)N2CC(CCC2)N(C)C)F